(2,6-Dichloropyridin-4-yl)methyl (S)-2-hydroxy-3-phenylpropanoate O[C@H](C(=O)OCC1=CC(=NC(=C1)Cl)Cl)CC1=CC=CC=C1